C(C1=CC=CC=C1)OC(=O)NC1CCN(CC1)CCC1CCN(CC1)C1=CC(=C(C=C1)NC(OC(C)(C)C)=O)F tert-butyl (4-(4-(2-(4-(((benzyloxy)carbonyl)amino)piperidin-1-yl)ethyl)piperidin-1-yl)-2-fluorophenyl)carbamate